1-(2-methylcyclopropyl)-3-[trans-(7RS,9RS)-9-(1H-benzimidazol-2-ylamino)-3-cyclopropyl-5-(2-methyl-propylsulfamoyl)-8,9-dihydro-7H-cyclopenta[h]isoquinolin-7-yl]urea CC1C(C1)NC(=O)N[C@@H]1C[C@H](C=2C1=CC(=C1C=C(N=CC21)C2CC2)S(NCC(C)C)(=O)=O)NC2=NC1=C(N2)C=CC=C1 |r|